(3-methoxy-4-((8-(1-methyl-1H-pyrazol-4-yl)pyrido[3,4-d]pyrimidin-2-yl)amino)phenyl)(3-methoxyazetidin-1-yl)methanone COC=1C=C(C=CC1NC=1N=CC2=C(N1)C(=NC=C2)C=2C=NN(C2)C)C(=O)N2CC(C2)OC